4-((1-(4-((2,6-dioxopiperidin-3-yl)amino)phenyl)piperidin-4-yl)methyl)piperazin O=C1NC(CCC1NC1=CC=C(C=C1)N1CCC(CC1)CN1CCNCC1)=O